N1C(=CC2=CC=CC=C12)\C=C\C trans-indolyl-propylene